N1C=C(C2=CC=CC=C12)CC=1NC(=NN1)[C@H]1N([C@@H]2CC[C@H]1C2)C(=O)NCC2=CC=CC=C2 (1R,3S,4S)-3-(5-((1H-indol-3-yl)methyl)-4H-1,2,4-triazol-3-yl)-N-benzyl-2-azabicyclo[2.2.1]heptane-2-carboxamide